N-(2-oxiranylmethyl)carbamic acid tert-butyl ester C(C)(C)(C)OC(NCC1OC1)=O